COC1=NC(=NC(=C1)OC)S 4,6-dimethoxy-2-sulfhydryl-pyrimidine